1,3,5-Tris(4'-carboxy[1,1'-biphenyl]-4-yl)benzene C(=O)(O)C1=CC=C(C=C1)C1=CC=C(C=C1)C1=CC(=CC(=C1)C1=CC=C(C=C1)C1=CC=C(C=C1)C(=O)O)C1=CC=C(C=C1)C1=CC=C(C=C1)C(=O)O